ethyl (E)-4,4,4-trifluoro-3-phenylbut-2-enoate FC(/C(=C/C(=O)OCC)/C1=CC=CC=C1)(F)F